o-nitrotoluene tert-butyl-(2R,6S)-4-(2,3-dihydro-1H-pyrrolo[2,3-b]pyridin-4-yl)-2,6-dimethylpiperazine-1-carboxylate C(C)(C)(C)OC(=O)N1[C@@H](CN(C[C@@H]1C)C1=C2C(=NC=C1)NCC2)C.[N+](=O)([O-])C2=C(C)C=CC=C2